N-methyl-N-pyrrolidin-3-yl-7-(2-trimethylsilylethoxymethyl)pyrrolo[2,3-d]pyrimidin-4-amine CN(C=1C2=C(N=CN1)N(C=C2)COCC[Si](C)(C)C)C2CNCC2